(3-(6-(6-(Difluoromethyl)imidazo[1,2-b]pyridazin-3-yl)pyrimidin-4-yl)-3-azabicyclo[3.1.0]hexan-1-yl)methanol FC(C=1C=CC=2N(N1)C(=CN2)C2=CC(=NC=N2)N2CC1(CC1C2)CO)F